2-[3-bromo-6-trifluoromethylpyridyl]ferrocene BrC=1C(=NC(=CC1)C(F)(F)F)C=1[CH-]C=CC1.[CH-]1C=CC=C1.[Fe+2]